((2S,4R)-4-(2-(2-(2-(2-azidoethoxy)ethoxy)ethoxy)ethoxy)-1-(tert-butoxycarbonyl)pyrrolidine-2-carbonyl)-L-proline N(=[N+]=[N-])CCOCCOCCOCCO[C@@H]1C[C@H](N(C1)C(=O)OC(C)(C)C)C(=O)N1[C@@H](CCC1)C(=O)O